NC1=CC=C(CNC(=S)NCC2=CC=C(C=C2)N)C=C1 1,3-bis(4-aminobenzyl)thiourea